1-(4-(4-((4-((1-(cyclopentanecarbonyl)piperidin-4-yl)oxy)-3-methylphenyl)amino)pyrido[3,4-d]pyrimidin-6-yl)piperazin-1-yl)prop-2-en-1-one C1(CCCC1)C(=O)N1CCC(CC1)OC1=C(C=C(C=C1)NC=1C2=C(N=CN1)C=NC(=C2)N2CCN(CC2)C(C=C)=O)C